4-(7-Methoxy-1-methyl-β-carbolin-9-yl)-pentylazide COC1=CC=C2C=3C=CN=C(C3N(C2=C1)C(CCCN=[N+]=[N-])C)C